3-(4-chloro-5-cyclopentyloxy-2-fluorophenyl)-5-propan-2-ylidene-1,3-oxazolidin-2,4-dione ClC1=CC(=C(C=C1OC1CCCC1)N1C(OC(C1=O)=C(C)C)=O)F